tert-butyl (Z)-2,3,5,8-tetrahydro-4H-1,4-oxazocine-4-carboxylate O1CCN(C\C=C/C1)C(=O)OC(C)(C)C